(S)-ethyl-N,N-dibenzylphenylalanine C(C)[C@](N(CC1=CC=CC=C1)CC1=CC=CC=C1)(CC1=CC=CC=C1)C(=O)O